COC1=C(C=CC=C1)NC=1N=CC2=C(N1)N=CC=C2C#C[Si](C(C)C)(C(C)C)C(C)C N-(2-methoxyphenyl)-5-[2-(triisopropylsilyl)ethynyl]pyrido[2,3-d]pyrimidin-2-amine